uranium Strontium [Sr].[U]